benzyl 2-(2-((3-benzoyl-1-(2-(ethoxycarbonyl)-1H-pyrrol-3-yl) thioureido) methyl) phenyl)-4,4-difluoropiperidine-1-carboxylate C(C1=CC=CC=C1)(=O)NC(N(C1=C(NC=C1)C(=O)OCC)CC1=C(C=CC=C1)C1N(CCC(C1)(F)F)C(=O)OCC1=CC=CC=C1)=S